(S)-2-(1,1-difluoroethyl)-5-(4-(7-(difluoromethyl)pyrazolo[1,5-a]pyridin-2-yl)-1,4,6,7-tetrahydro-5H-imidazo[4,5-c]pyridin-5-yl)-1,3,4-oxadiazole FC(C)(F)C=1OC(=NN1)N1[C@@H](C2=C(CC1)NC=N2)C2=NN1C(C=CC=C1C(F)F)=C2